BrC1=CC=C(C=C1)C#CC1=CC=C(C=C1)Cl 1-bromo-4-[2-(4-chlorophenyl)ethynyl]-benzene